O1CC(=CCC1)C1=NC=C(C(=N1)OC1=CC=CC=C1)C(=O)NC(C)C=CS(=O)(=O)C 2-(5,6-dihydro-2H-pyran-3-yl)-N-(4-(methylsulfonyl)but-3-en-2-yl)-4-phenoxypyrimidine-5-carboxamide